BrC1CCCC2=CC=CC=C12 bromotetralin